CC1(CC1)CCC 3-methyl-3-propyl-cyclopropane